(1R,3r)-3-(3-(6-(1-methyl-1H-pyrazol-4-yl)pyrrolo[1,2-b]pyridazin-4-yl)-3,8-diazabicyclo[3.2.1]octan-8-yl)cyclobutane-1-carbonitrile CN1N=CC(=C1)C=1C=C2N(N=CC=C2N2C[C@H]3CCC(C2)N3C3CC(C3)C#N)C1